O1C(COCC1)COC1=CC(=C(C(=N1)C#CC1=CC=C(C=C1)CCC)C)OCC1=CC=CC=C1 6-((1,4-Dioxan-2-yl)methoxy)-4-(benzyloxy)-3-methyl-2-((4-propylphenyl)ethynyl)pyridine